Cl.CN1CCC(CC1)(C1=NN=C(N1)C1=CC=NC=C1)NC=1C=C(C(=O)N)C=CC1 3-(1-methyl-4-(5-(pyridin-4-yl)-4H-1,2,4-triazol-3-yl)piperidin-4-ylamino)benzamide hydrochloride